OCC1=CC=C2C(=N1)NC=C2C2=CC=1N(C=C2)N=CC1C(=O)N1CCN(CC1)C (5-(6-(hydroxymethyl)-1H-pyrrolo[2,3-b]pyridin-3-yl)pyrazolo[1,5-a]pyridin-3-yl)(4-methylpiperazin-1-yl)methanone